C(C=C)OC1=CC=C(C=C1)NC=1C=NC(=NC1)OCCOCCOCC1CN(CCC1)C(=O)OC(C)(C)C tert-Butyl 3-[(2-{2-[(5-{[4-(prop-2-en-1-yloxy)phenyl]amino}pyrimidin-2-yl)oxy]-ethoxy}ethoxy)methyl]piperidine-1-carboxylate